C1C[N+]2(CCC1(CC2)C(C3=CC=CC=C3)(C4=CC=CC=C4)O)CCOCC5=CC=CC=C5.[Br-] The molecule is a quaternary ammonium salt that is the bromide salt of umeclidinium. Used in combination with vilanterol for long-term maintenance treatment of airflow obstruction in patients with chronic obstructive pulmonary disease. It has a role as a muscarinic antagonist. It is a quaternary ammonium salt and an organic bromide salt. It contains an umeclidinium.